N-[(1S)-3-bromo-1-(4,4-difluorocyclohexyl)-2-oxo-propyl]carbamic acid benzyl ester C(C1=CC=CC=C1)OC(N[C@H](C(CBr)=O)C1CCC(CC1)(F)F)=O